1-(4,4-difluoropiperidin-3-yl)pyrimidine-2,4(1H,3H)-dione FC1(C(CNCC1)N1C(NC(C=C1)=O)=O)F